3-(2-benzothienyl)biphenyl S1C(=CC2=C1C=CC=C2)C=2C=C(C=CC2)C2=CC=CC=C2